FC1=C(C(=CC=C1)F)CN1C(N(C(C2=C1SC(=C2CN(C(OCC2=CC=CC=C2)=O)C)CCCNC(NOC)=O)=O)C=2N=NC(=CC2)OC)=O Benzyl N-({1-[(2,6-difluorophenyl) methyl]-6-{3-[(methoxycarbamoyl) amino] propyl}-3-(6-methoxypyridazin-3-yl)-2,4-dioxothieno[2,3-d]pyrimidin-5-yl} methyl)-N-methylcarbamate